bis(2,2,6,6-tetramethyl-3-piperidylamino)-isophthalamide CC1(NC(CCC1NC1=CC(=C(C=C1C(=O)N)C(=O)N)NC1C(NC(CC1)(C)C)(C)C)(C)C)C